N[C@@H](CCO)C |o1:1| (R) or (S)-3-amino-1-butanol